2'-[6-amino-5-(trifluoromethyl)pyridin-3-yl]-N-[(1S)-1-(1-methyl-1H-benzimidazol-2-yl)ethyl]-5',6'-dihydrospiro[pyrrolidine-3,4'-pyrrolo[1,2-b]pyrazole]-1-carboxamide NC1=C(C=C(C=N1)C=1C=C2N(N1)CCC21CN(CC1)C(=O)N[C@@H](C)C1=NC2=C(N1C)C=CC=C2)C(F)(F)F